6-(2-aminoethylamino)-5-chlorouracil NCCNC1=C(C(NC(N1)=O)=O)Cl